N-(4-(5-(difluoromethyl)-1,3,4-oxadiazol-2-yl)benzyl)-N-(4-fluorophenyl)-6-(oxetan-3-yl)-2,6-diazaspiro[3.3]heptane-2-thioamide FC(C1=NN=C(O1)C1=CC=C(CN(C(=S)N2CC3(C2)CN(C3)C3COC3)C3=CC=C(C=C3)F)C=C1)F